1-(tert-butyl)2-ethyl (R)-2-(3-((tert-butyldimethylsilyl)oxy)propyl)-3-Methylpyrrolidine-1,2-dicarboxylate [Si](C)(C)(C(C)(C)C)OCCC[C@]1(N(CCC1C)C(=O)OCCC(C)(C)C)C(=O)[O-]